CC1=NC=C(C=C1NC(OC(C)(C)C)=O)NC(CN1C[C@H](CCC1)C)=O tert-butyl (S)-(2-methyl-5-(2-(3-methylpiperidin-1-yl)acetamido)pyridin-3-yl)carbamate